CC(C(C)(C)C)N 1,2,2-trimethylpropylamine